FC1=CC=C(C=N1)NC(C)=O N-(6-fluoro-pyridin-3-yl)-acetamide